(R)-N-(3-(6-acetyl-4-methylpyridin-3-yl)-1,6-naphthyridin-7-yl)-2,2-difluorocyclopropane-1-carboxamide C(C)(=O)C1=CC(=C(C=N1)C=1C=NC2=CC(=NC=C2C1)NC(=O)[C@@H]1C(C1)(F)F)C